4-(chloromethyl)-2-methylpyridine ClCC1=CC(=NC=C1)C